1-(3-hydroxypropyl)-3,7-dimethyl-3,7-dihydro-1H-purine OCCCN1CN(C2=NCN(C2=C1)C)C